C(C=C)(=O)N1CCC(CC1)OC=1C=C2C(=C(C=NC2=CC1OC)C#N)NC=1C=CC=C2C=NN(C12)C 6-((1-acryloylpiperidin-4-yl)oxy)-7-methoxy-4-((1-methyl-1H-indazol-7-yl)-amino)quinoline-3-carbonitrile